Dimethyl-o-phenylenediamine CNC1=C(C=CC=C1)NC